C(C)OC(=O)C=1NC2=CC(=CC(=C2C1)NC1=CC(=C(C=C1)F)Cl)NCC 4-((3-chloro-4-fluorophenyl)amino)-6-ethylamino-1H-indole-2-carboxylic acid ethyl ester